C(C)(C)(C)N1C=C(C=C1)C(=O)NCC1=NC(=NO1)N1N=C2C(=CC=CC2=C1C=C)N[C@H]1[C@H](CN(CC1)C)F 1-(tert-butyl)-N-((3-(7-(((3S,4R)-3-fluoro-1-methylpiperidin-4-yl)amino)-3-vinyl-2H-indazol-2-yl)-1,2,4-oxadiazol-5-yl)methyl)-1H-pyrrole-3-carboxamide